(3S,4R)-4-((5-chloro-4-(9-fluoro-1,4,4-trimethyl-1,2,3,4-tetrahydrobenzo[4,5]imidazo[1,2-a]pyrimidin-7-yl)pyrimidin-2-yl)amino)tetrahydro-2H-pyran-3-ol ClC=1C(=NC(=NC1)N[C@H]1[C@@H](COCC1)O)C1=CC2=C(N=C3N2C(CCN3C)(C)C)C(=C1)F